CN1C(CCC2=CC(=CC=C12)C1=CN=CC=2[C@@H](CCCC12)C(=O)NC1=NC=CN=C1)=O |r| (rac)-4-(1-methyl-2-oxo-1,2,3,4-tetrahydroquinolin-6-yl)-N-(pyrazin-2-yl)-5,6,7,8-tetrahydroisoquinoline-8-carboxamide